tert-butyl (3-(3-((2-(2,6-dioxopiperidin-3-yl)-3-oxoisoindolin-5-yl)methyl)ureido) phenyl)carbamate O=C1NC(CCC1N1CC2=CC=C(C=C2C1=O)CNC(NC=1C=C(C=CC1)NC(OC(C)(C)C)=O)=O)=O